C1(CC1)CN(C1=CC=C(C=C1)C=1NC=2N(C(C1)=O)N=CC2C(=O)OCC)C ethyl 5-(4-((cyclopropylmethyl) (methyl) amino) phenyl)-7-oxo-4,7-dihydropyrazolo[1,5-a]pyrimidine-3-carboxylate